CC1=NC(=CC=C1N[C@H](C)C=1C=C(C=C2C(C(=C(OC12)C=1C=NN(C1)C)C)=O)C)C 8-[(1R)-1-[(2,6-Dimethyl-3-pyridyl)amino]ethyl]-3,6-dimethyl-2-(1-methylpyrazol-4-yl)chromen-4-one